C(CCCC#C)OC(=O)C(C(=O)O)CC(C(=O)O)C1=CC=CC=C1 2-((hex-5-yn-1-yloxy)carbonyl)-4-phenylpentanedioic acid